C(CCCCCCCCCCCCC\C=C\C=C)O (15E)-15,17-octadecadien-1-ol